2,5-Dibromobicyclo[4.2.0]oct-1(6),2,4-triene BrC=1C=2CCC2C(=CC1)Br